C(C)(C)(C)NCC=1C=NC(=NC1)C1=C(C=C(C#N)C=C1)OC1=CC(=NC(=C1)N1CCOCC1)C 4-[5-[(tert-butylamino)methyl]pyrimidin-2-yl]-3-(2-methyl-6-morpholin-4-ylpyridin-4-yl)oxybenzonitrile